COC1(CCN(CC1)C1=C(C=C(C=C1)C(F)(F)F)NC(=O)C=1OC(=CC1)C1CCOCC1)C N-(2-(4-methoxy-4-methylpiperidin-1-yl)-5-(trifluoromethyl)-phenyl)-5-(tetrahydro-2H-pyran-4-yl)furan-2-carboxamide